C(C1=CC=CC=C1)[C@H](NC(CNC(CNC(OCC1C2=CC=CC=C2C=2C=CC=CC12)=O)=O)=O)C(NCC(NCO[C@@H](C(=O)O)C1CC1)=O)=O (11S,19R)-11-benzyl-19-cyclopropyl-1-(9H-fluoren-9-yl)-3,6,9,12,15-pentaoxo-2,18-dioxa-4,7,10,13,16-pentaazaicosan-20-oic acid